NC(CO)CC12CC(C1)C2 2-amino-3-(1-bicyclo[1.1.1]pentanyl)propan-1-ol